SC1=NN=NN1CC(=O)O 5-mercapto-1H-tetrazole-1-acetic acid